tert-butyl 4-(7-(N-(1-cyanocyclopropyl) sulfamoyl)-9H-pyrimido[4,5-b]indol-4-yl)-3,6-dihydropyridine-1(2H)-carboxylate C(#N)C1(CC1)NS(=O)(=O)C1=CC=C2C3=C(NC2=C1)N=CN=C3C=3CCN(CC3)C(=O)OC(C)(C)C